methoxyspiro[3.3]heptan COC1CCC12CCC2